3-ethyl-6,8-difluoro-2-((R)-1-((R)-5-methyl-1,4-diazepan-1-yl)butyl)quinazolin-4(3H)-one C(C)N1C(=NC2=C(C=C(C=C2C1=O)F)F)[C@@H](CCC)N1CCN[C@@H](CC1)C